(1s,3s)-3-((5-(8-fluoroimidazo[1,2-a]pyridin-6-yl)-4-methoxy-7H-pyrrolo[2,3-d]pyrimidin-2-yl)amino)-N,N,1-trimethylcyclobutane-1-carboxamide FC=1C=2N(C=C(C1)C1=CNC=3N=C(N=C(C31)OC)NC3CC(C3)(C(=O)N(C)C)C)C=CN2